C(C(C)C)C=C(C(=O)N)C iso-butylmethacrylamide